N-(32-azido-3,6,9,12,15,18,21,24,27,30-decaoxadotriacontyl)benzamide N(=[N+]=[N-])CCOCCOCCOCCOCCOCCOCCOCCOCCOCCOCCNC(C1=CC=CC=C1)=O